(R)-N-(3-(2-((2-fluoro-3-(methyl-sulfonyl)phenyl)amino)-5-methylpyrimidin-4-yl)-1H-indol-7-yl)-3-methoxy-2-((3S,5S)-3,4,5-trimethylpiperazin-1-yl)propanamide FC1=C(C=CC=C1S(=O)(=O)C)NC1=NC=C(C(=N1)C1=CNC2=C(C=CC=C12)NC([C@@H](COC)N1C[C@@H](N([C@H](C1)C)C)C)=O)C